6-Cyclobutoxy-4-(4-fluoro-3-(4-(4-(trifluoromethyl)pyridin-2-yl)piperazine-1-carbonyl)benzyl)phthalazin-1(2H)-one C1(CCC1)OC=1C=C2C(=NNC(C2=CC1)=O)CC1=CC(=C(C=C1)F)C(=O)N1CCN(CC1)C1=NC=CC(=C1)C(F)(F)F